2-[1-(4-chlorophenyl)cyclopropane-1-carbonyl]-8,8-dimethyl-7-oxo-2-azaspiro[3.5]non-5-ene-6-carbonitrile ClC1=CC=C(C=C1)C1(CC1)C(=O)N1CC2(C1)C=C(C(C(C2)(C)C)=O)C#N